1-benzyl-4-(2,4-Difluorophenyl)piperidin-4-amine C(C1=CC=CC=C1)N1CCC(CC1)(N)C1=C(C=C(C=C1)F)F